(2-chloro-3-methylpyridin-4-yl)methanol ClC1=NC=CC(=C1C)CO